Dipropyl 3,3'-thiodipropionate S(CCC(=O)OCCC)CCC(=O)OCCC